(chloro){dicyclohexyl-[2',4',6'-tri(propan-2-yl)biphenyl-2-yl]-lambda5-phosphanyl}palladium Cl[Pd]P(C1=C(C=CC=C1)C1=C(C=C(C=C1C(C)C)C(C)C)C(C)C)(C1CCCCC1)C1CCCCC1